2-acetylamino-3,4,6-tri-O-acetyl-2-deoxy-β-D-glucopyranose C(C)(=O)N[C@H]1[C@H](O)O[C@@H]([C@H]([C@@H]1OC(C)=O)OC(C)=O)COC(C)=O